OCCN1CC(NCC1)=O 4-(2-hydroxyethyl)piperazin-2-one